(3S,6S,9S,10aR)-9-isopropoxy-6-((S)-2-(methylamino)propanamido)-5-oxo-N-((R)-1,2,3,4-tetrahydronaphthalen-1-yl)decahydropyrrolo[1,2-a]azocine-3-carboxamide C(C)(C)O[C@@H]1C[C@@H]2N(C([C@H](CC1)NC([C@H](C)NC)=O)=O)[C@@H](CC2)C(=O)N[C@@H]2CCCC1=CC=CC=C21